3-fluoro-5-[(7-methanesulfonyl-1H-indazol-4-yl)oxy]benzonitrile FC=1C=C(C#N)C=C(C1)OC1=C2C=NNC2=C(C=C1)S(=O)(=O)C